C(CC)(=O)O.C(CCCCCC1=CC(=C(C(=C1)C(C)(C)C)O)C(C)(C)C)C1=CC(=C(C(=C1)C(C)(C)C)O)C(C)(C)C 1,6-hexanediyl-bis(3,5-bis(1,1-dimethylethyl)-4-hydroxybenzene) propanoate